C(#N)C1=CC=2N(N=C1)C(=CC2)C(=O)NC2=CC1=CN(N=C1C=C2C(C)(C)OC)C2CCC(CC2)N2CCNCC2 3-cyano-N-(6-(2-methoxypropan-2-yl)-2-((1r,4r)-4-(piperazin-1-yl)cyclohexyl)-2H-indazol-5-yl)pyrrolo[1,2-b]pyridazine-7-carboxamide